ClC1=CC(=CC=2N(C(=NC21)CCl)CCN2C(=NC=C2)C)C(=O)OC methyl 4-chloro-2-(chloromethyl)-1-(2-(2-methyl-1H-imidazol-1-yl)ethyl)-1H-benzo[d]imidazole-6-carboxylate